C(=O)(OC(C)(C)C)N[C@@H](CCC(=O)O)C(=O)O N-Boc-L-glutamic Acid